CC=1C=C(C=CC1)CC=O (3-METHYLPHENYL)ACETALDEHYDE